FCOC=1C=C(C=CC1NCC#CC=1N(C2=CC=CC(=C2C1)NC1CCC(CC1)N1CCC2(COC2)CC1)CC(F)(F)F)S(=O)(=O)N 3-(fluoromethoxy)-4-{[3-(4-{[(1R,4R)-4-{2-oxa-7-azaspiro[3.5]nonan-7-yl}cyclohexyl]amino}-1-(2,2,2-trifluoroethyl)-1H-indol-2-yl)prop-2-yn-1-yl]amino}benzene-1-sulfonamide